ClC1=C(N=C(NC1=O)C1=CC(=NC=C1)F)CN1CCOCC1 5-chloro-2-(2-fluoro-4-pyridinyl)-4-(morpholinomethyl)-1H-pyrimidin-6-one